C(#N)C1=CC=C(C=C1)N1N=C(C=C1)OC1=CC(=C(C=C1C)N\C=N\[H])C (E)-N-(4-((1-(4-cyanophenyl)-1H-pyrazol-3-yl)oxy)-2,5-dimethylphenyl)formamidine